(6E,12E)-tetradecadiene-8,10-diyne-1,3-diol diacetate C(C)(=O)OC=CC(=CCCCC#CC#CCCC)OC(C)=O